NC=1C=C(C=CC1)C(C(=O)NC(C)(C)C)N(C(C#C)=O)C1=CC=C(C=C1)O N-(1-(3-Aminophenyl)-2-(tert-butylamino)-2-oxoethyl)-N-(4-hydroxyphenyl)-propiolamide